4-(hydroxymethyl)-1-(2-methoxypyridin-4-yl)pyrrolidin-2-one OCC1CC(N(C1)C1=CC(=NC=C1)OC)=O